C(C)OC(=O)C1CCC2=C(N=CS2)C1.COC(C(=O)N1C(CCCC1)C=1NC=C(N1)C1=CC=CC=C1)CC 2-Methoxy-1-(2-(4-phenyl-1H-imidazol-2-yl)piperidin-1-yl)butan-1-one ethyl-4,5,6,7-tetrahydro-1,3-benzothiazole-5-carboxylate